5-(4-methyl-1,4-diazepan-1-yl)-2-nitroaniline CN1CCN(CCC1)C=1C=CC(=C(N)C1)[N+](=O)[O-]